CC(C)(C(CC[C@@H](C)[C@H]1CC[C@H]2[C@@H]3CC=C4C[C@H](CC[C@]4(C)[C@H]3CC[C@]12C)O)O)O cholest-5-ene-3β,24,25-triol